1-(3-(3-Chloro-4-fluorophenyl)-1H-pyrazolo[3,4-b]-pyrazin-6-yl)-4-methylpiperidin-4-amine ClC=1C=C(C=CC1F)C1=NNC2=NC(=CN=C21)N2CCC(CC2)(N)C